3,3'-((((((6-((3-azidopropyl)amino)-1,3,5-triazine-2,4-diyl)bis(azanediyl))bis(ethane-2,1-diyl))bis(oxy))bis(ethane-2,1-diyl))bis(oxy))dipropionic acid N(=[N+]=[N-])CCCNC1=NC(=NC(=N1)NCCOCCOCCC(=O)O)NCCOCCOCCC(=O)O